6-({1-[(2R)-2-amino-2-carboxypropyl]azetidin-3-yl}oxy)-3-[(1S,2R)-2-boranopropyl]-2-hydroxybenzoic acid N[C@@](CN1CC(C1)OC1=CC=C(C(=C1C(=O)O)O)[C@]1(C)CB1)(C)C(=O)O